COC1=C(CN(C=2N=C3N(C(N2)C)CCCN3)C)C=CC(=C1)OC N-(2,4-dimethoxybenzyl)-N,4-dimethyl-6,7,8,9-tetrahydro-4H-pyrimido[1,2-a][1,3,5]triazin-2-amine